6-[[(2R,3R,4R,5R)-3-(3,4-Difluoro-2-methoxy-phenyl)-4,5-dimethyl-5-(trifluoromethyl)tetrahydrofuran-2-carbonyl]amino]pyrimidin-4-carboxamid FC=1C(=C(C=CC1F)[C@@H]1[C@@H](O[C@]([C@@H]1C)(C(F)(F)F)C)C(=O)NC1=CC(=NC=N1)C(=O)N)OC